CSC[C@@H]1[C@H]([C@H]([C@@H](O1)N1C=NC=2C(N)=NC=NC12)O)O 5'-S-Methyl-5'-thioadenosin